C(C)(=O)N1CCC(CC1)NC1=NC(=NC(=N1)C1=CC=CC=C1)C(=O)OC methyl 4-((1-acetylpiperidin-4-yl) amino)-6-phenyl-1,3,5-triazine-2-carboxylate